ClC1=CC=C(C(=N1)C(=O)NC)SC 6-chloro-N-methyl-3-(methylsulfanyl)pyridine-2-carboxamide